P([O-])([O-])=S.[Ba+2] barium thiophosphonate